[BH4-].[Na+].C[C@H]1CC[C@@H](NC1)C=1C=NC=C(C1)C(F)(F)F |r| 3-[rac-(2R,5S)-5-Methyl-2-piperidyl]-5-(trifluoromethyl)pyridine Sodium Borohydride